C(CCC)C1=C(C=CC=C1)O butylbenzene-1-ol